FC=1C=CC(=NC1)C(CC(=O)OC)=O methyl 3-(5-fluoropyridin-2-yl)-3-oxopropanoate